BrC1=C(C(=C(C=C1)O)F)F 4-bromo-2,3-difluoro-phenol